(2S,5S)-9-acetyl-5-{[tert-butylbis(phenyl)siloxy]methyl}-2-isopropyl-1-methyl-1,4,5,6-tetrahydro-1,4-benzodiazocin-3(2H)-one C(C)(=O)C1=CC2=C(C[C@H](NC([C@@H](N2C)C(C)C)=O)CO[Si](C2=CC=CC=C2)(C2=CC=CC=C2)C(C)(C)C)C=C1